(E)-3-(3-(2-methoxyphenyl)acryloyl)oxazolidin-2-one-4,4,5,5-d4 COC1=C(C=CC=C1)/C=C/C(=O)N1C(OC(C1([2H])[2H])([2H])[2H])=O